3-Amino-7-(2,2-dimethylcyclopropyl)-4-(7-fluoro-1H-indazol-4-yl)-8-methyl-1H-1,5-naphthyridin-2-one NC=1C(NC2=C(C(=CN=C2C1C1=C2C=NNC2=C(C=C1)F)C1C(C1)(C)C)C)=O